4-[(3aR,9bR)-9b-(benzenesulfonyl)-7-[(2,5-dichlorophenyl)methoxy]-1H,2H,3H,3aH,4H,5H,9bH-benzo[e]indole-3-carbonyl]-1λ6-thiane-1,1-dione C1(=CC=CC=C1)S(=O)(=O)[C@]12CCN([C@@H]2CCC2=C1C=CC(=C2)OCC2=C(C=CC(=C2)Cl)Cl)C(=O)C2CCS(CC2)(=O)=O